C(C1=CC=CC=C1)(=O)OC1C2(CC(C(C1Br)C2(C)C)Br)C 3,5-dibromo-borneol benzoate